FC=1C(=NC(=NC1)NC1=CC=C(C(=O)O)C=C1)NC1=CC=C(C=C1)C(NC1=CC=CC=C1)=O 4-[[5-fluoro-4-[4-(phenylcarbamoyl)anilino]pyrimidin-2-yl]amino]benzoic acid